(1-methyl-2-propyn-1-yl)oxy-diphenylsilane CC(C#C)O[SiH](C1=CC=CC=C1)C1=CC=CC=C1